Epoxy-Carvone CC1=C2C(O2)C(CC1=O)C(=C)C